Methyl (N-(tert-butoxycarbonyl)-4-methylphenylsulfonimidoyl)-L-prolinate C(C)(C)(C)OC(=O)N=S(=O)(C1=CC=C(C=C1)C)N1[C@@H](CCC1)C(=O)OC